ClC1=C(C=C(C=C1)C#N)C=1C=C2C(=NNC2=CC1)NC(=O)[C@H]1CN[C@@H](CC1)C(F)(F)F (3r,6s)-N-[5-(2-chloro-5-cyanophenyl)-1H-indazol-3-yl]-6-(trifluoromethyl)piperidine-3-carboxamide